2-(4-(4-((2,6-dioxopiperidin-3-yl)amino)phenyl)piperidin-1-yl)acetic acid O=C1NC(CCC1NC1=CC=C(C=C1)C1CCN(CC1)CC(=O)O)=O